N'-((6-(2-methoxypyridin-4-yl)-2-methyl-3-(trifluoromethyl)phenyl)carbamoyl)-2-methyl-2,3-dihydropyrazolo[5,1-b]oxazole-7-sulfonimidamide COC1=NC=CC(=C1)C1=CC=C(C(=C1NC(=O)N=S(=O)(N)C=1C=NN2C1OC(C2)C)C)C(F)(F)F